1-(4-(6-chloro-8-fluoro-7-(2-fluoro-6-hydroxyphenyl)-2-(pyrrolidin-1-yl)quinazolin-4-yl)piperazin-1-yl)prop-2-en-1-one ClC=1C=C2C(=NC(=NC2=C(C1C1=C(C=CC=C1O)F)F)N1CCCC1)N1CCN(CC1)C(C=C)=O